[Ge].[Zn] zinc-germanium